O(P([O-])(=O)OP(=O)([O-])[O-])C1=CC2=C3C=C4C=CC=CC4=CC3=CC=C2C=C1 2-tetraphenyl diphosphate